ClC1=C(C=C(C=C1)[C@]1(C([C@@](CCC1)(C)O)=O)NC)OC(F)(F)F (2R,6S)-2-(4-chloro-3-(trifluoromethoxy)phenyl)-6-hydroxy-6-methyl-2-methylamino-cyclohexane-1-one